(1r,4r)-4-((5-([1,2,4]Triazolo[1,5-a]pyridin-6-yl)-6-fluoro-4-methoxypyrrolo-[2,1-f][1,2,4]triazin-2-yl)amino)-1-methylcyclohexan-1-ol N=1C=NN2C1C=CC(=C2)C=2C(=CN1N=C(N=C(C12)OC)NC1CCC(CC1)(O)C)F